CNC1CC1 1-(methylamino)cyclopropane